1-methoxy-4-(4-((5-methyl-1H-pyrazol-3-yl)amino)thieno[2,3-d]pyrimidin-2-yl)cyclohex-3-enecarboxylic acid COC1(CC=C(CC1)C=1N=C(C2=C(N1)SC=C2)NC2=NNC(=C2)C)C(=O)O